4-(chloromethyl)-5-methyl-1,3-dioxolan-2-one ClCC1OC(OC1C)=O